C1(=CC=CC=C1)CCCC1=NNSS1 phenylpropyl-(dithiadiazole)